The molecule is an indolylmethylglucosinolate that is the conjugate base of glucobrassicin, obtained by deprotonation of the sulfo group. It is a conjugate base of a glucobrassicin. C1=CC=C2C(=C1)C(=CN2)CC(=NOS(=O)(=O)[O-])S[C@H]3[C@@H]([C@H]([C@@H]([C@H](O3)CO)O)O)O